3-(5,5-dimethylpyrrolidin-3-yl)propan CC1(CC(CN1)CCC)C